N(=[N+]=[N-])CCOCCOCCOCC(=O)O 2-(2-(2-(2-azidoethoxy)ethoxy)ethoxy)acetic acid